(R)-4'-(4-aminopiperidin-1-yl)-N-((5-fluoro-2-hydroxyphenyl)(1H-indol-2-yl)methyl)-6-methyl-[1,1'-biphenyl]-3-carboxamide NC1CCN(CC1)C1=CC=C(C=C1)C1=CC(=CC=C1C)C(=O)N[C@@H](C=1NC2=CC=CC=C2C1)C1=C(C=CC(=C1)F)O